3,3,4,4,5,5,6,6-octafluoro-1,2-bis(perfluoro-tert-butyl)-1-cyclohexene FC1(C(=C(C(C(C1(F)F)(F)F)(F)F)C(C(F)(F)F)(C(F)(F)F)C(F)(F)F)C(C(F)(F)F)(C(F)(F)F)C(F)(F)F)F